FC(C(=O)O)(F)F.COCCOCCOCC(=O)N[C@@H](C)C(=O)N[C@@H](C)C(=O)N[C@@H](CC(N)=O)C(=O)OC(C)(C)C tert-Butyl N-{[2-(2-methoxyethoxy)ethoxy]acetyl}-L-alanyl-L-alanyl-L-asparaginate trifluoroacetate